[Br-].C(C1=CC=CC=C1)[N+](C1=CC=CC=C1)(C)C N-benzyl-N,N-dimethylanilinium bromide